N-(3-chloro-5-(methylsulfonamido)phenyl)-4-(3-((3-(dimethylphosphoryl)-5-fluorobenzyl)oxy)-5-isopropoxypyridin-2-yl)-5-methylthiophene-2-carboxamide ClC=1C=C(C=C(C1)NS(=O)(=O)C)NC(=O)C=1SC(=C(C1)C1=NC=C(C=C1OCC1=CC(=CC(=C1)F)P(=O)(C)C)OC(C)C)C